4-[(E)-[(1,1-dioxo-1,2-benzothiazol-3-yl)-isopropyl-hydrazono]methyl]-2-methoxy-phenol O=S1(N=C(C2=C1C=CC=C2)N(\N=C\C2=CC(=C(C=C2)O)OC)C(C)C)=O